ethyl 2-[4-[3-(3-bromo-2-methyl-phenoxy)propyl]piperazin-1-yl]acetate BrC=1C(=C(OCCCN2CCN(CC2)CC(=O)OCC)C=CC1)C